NC1=CC(=C(C=C1)C=1C(=C(NC1C#N)C(=O)N)C1=CC(=C(C=C1)C(NCC(C)(C)F)=O)OC)C 4-(4-amino-2-methylphenyl)-5-cyano-3-(4-((2-fluoro-2-methylpropyl)carbamoyl)-3-methoxyphenyl)-1H-pyrrole-2-carboxamide